1-(tert-butyl)-4-(2-fluoro-5-(4,4,5,5-tetramethyl-1,3,2-dioxaborolan-2-yl)phenyl)piperazine C(C)(C)(C)N1CCN(CC1)C1=C(C=CC(=C1)B1OC(C(O1)(C)C)(C)C)F